N-[3-(4-{[(3-methoxyphenyl)methyl]amino}quinolin-6-yl)phenyl]prop-2-enamide COC=1C=C(C=CC1)CNC1=CC=NC2=CC=C(C=C12)C=1C=C(C=CC1)NC(C=C)=O